9,9-bis(4-cyanophenyl)fluorenyl cyanate C(#N)C1=CC=C(C=C1)C1(C2=CC=CC=C2C=2C=CC=C(C12)OC#N)C1=CC=C(C=C1)C#N